(R)-3-([1,1'-biphenyl]-2-ylethynyl)-N-(2-(dimethylamino)-2-oxo-1-phenylethyl)-1H-indazole-5-carboxamide C1(=C(C=CC=C1)C#CC1=NNC2=CC=C(C=C12)C(=O)N[C@@H](C(=O)N(C)C)C1=CC=CC=C1)C1=CC=CC=C1